I.IC1=CC=C(C=C1)C(C)(C)N 1-(4-iodophenyl)-1-methylethylamine hydroiodide